cesium hydroxide salt [OH-].[Cs+]